4-methyl-2-{[1-(2-oxobutanoyl)piperidin-4-yl]methyl}-N-{[(2S)-oxolan-2-yl]methyl}-8-(trifluoromethyl)-4,5-dihydro-2H-furo[2,3-g]indazole-7-carboxamide CC1C2=CN(N=C2C2=C(C1)OC(=C2C(F)(F)F)C(=O)NC[C@H]2OCCC2)CC2CCN(CC2)C(C(CC)=O)=O